C(C)(C)(C)C1=CC(=C(C(=O)NC(C2=C(C=CC=C2F)F)=O)C=C1)OCC 4-(tertiary butyl)-N-(2,6-difluorobenzoyl)-2-ethoxybenzamide